3-oxo-3-(piperidin-1-yl)propionitrile O=C(CC#N)N1CCCCC1